N-(3-methoxy-4-methylphenyl)-4-(4-{methyl-[2-(methylamino)ethyl]amino}-2-oxo-2,3-dihydro-1H-1,3-benzodiazol-1-yl)cyclohexane-1-carboxamide COC=1C=C(C=CC1C)NC(=O)C1CCC(CC1)N1C(NC2=C1C=CC=C2N(CCNC)C)=O